2-fluoro-6-(Z)-[(4-hydroxy-3-methylbut-2-en-1-yl)amino]-9-(oxepan-2-yl)-9H-purine FC1=NC(=C2N=CN(C2=N1)C1OCCCCC1)NC\C=C(/CO)\C